NCCC1CN(C(O1)=O)C1=CC=C(C=C1)S(=O)(=O)N1CCN(CC1)C1=NC(=CC(=C1)C(F)(F)F)Cl 5-(2-Aminoethyl)-3-[4-[4-[6-chloro-4-(trifluoromethyl)-2-pyridinyl]piperazin-1-yl]sulfonylphenyl]oxazolidin-2-one